O1C(=CC=2C1=CC=CC2N)C=2OC1=C(C2)C=CC=C1 Bibenzofuran-4-amine